C(#C)C=1C=CC(=C(C1)O)C=1N=NC(=CC1C)N[C@H]1[C@@H](CCCC1)O 5-ethynyl-2-(6-(((1R,2R)-2-hydroxycyclohexyl)amino)-4-methylpyridazin-3-yl)phenol